4,5-dichloro-2-(4-fluorophenoxy)-N-(2-oxo-1,2-dihydropyridin-4-yl)benzamide tert-Butyl-N-[(1R)-1-[3,6-dimethyl-2-(1-methyl-6-oxo-3-pyridyl)-4-oxo-chromen-8-yl]ethyl]carbamate C(C)(C)(C)OC(N[C@H](C)C=1C=C(C=C2C(C(=C(OC12)C1=CN(C(C=C1)=O)C)C)=O)C)=O.ClC1=CC(=C(C(=O)NC2=CC(NC=C2)=O)C=C1Cl)OC1=CC=C(C=C1)F